tert-butyl 5-bromo-2-(1-(tert-butoxycarbonyl) piperidin-4-yl)-6-isopropyl-4H-pyrrolo[2,3-d]thiazole-4-carboxylate BrC1=C(C2=C(N=C(S2)C2CCN(CC2)C(=O)OC(C)(C)C)N1C(=O)OC(C)(C)C)C(C)C